IC1=C(C=2C(=NC=CC2)N1)C=1C=CC(=C(C1)NC(C=C)=O)C N-(5-(2-iodo-1H-pyrrolo[2,3-b]pyridin-3-yl)-2-methylphenyl)acrylamide